C(C)N1C(=CC2=CC(=CC=C12)CNC1CCC(CC1)N(C)C)C#CCNC1=CC=CC=C1 4-N-({1-ethyl-2-[3-(phenylamino)prop-1-yn-1-yl]-1H-indol-5-yl}methyl)-1-N,1-N-dimethylcyclohexane-1,4-diamine